C12N(CC(NC1)C2)C2=C1CN(C(C1=CC=C2F)=O)C2C(NC(CC2)=O)=O 3-(4-(2,5-diazabicyclo[2.2.1]heptan-2-yl)-5-fluoro-1-oxoisoindolin-2-yl)piperidine-2,6-dione